COC(C1=C(C(=CC(=C1)F)[N+](=O)[O-])C(CC1=CC=CC=C1)=O)=O 5-fluoro-3-nitro-2-(2-phenylacetyl)benzoic acid methyl ester